COC(=O)C=1N=C(SC1C)C1=CC=C(C=C1)CN1CCOCC1 5-methyl-2-(4-(morpholinomethyl)phenyl)thiazole-4-carboxylic acid methyl ester